2,6-Difluoro-4-((S)-3-(methyl((S)-tetrahydrofuran-3-yl)amino)-3-(3-(trifluoro-methyl)phenethyl)piperidin-1-yl)-N-(pyrimidin-4-yl)benzenesulfonamide FC1=C(C(=CC(=C1)N1C[C@@](CCC1)(CCC1=CC(=CC=C1)C(F)(F)F)N([C@@H]1COCC1)C)F)S(=O)(=O)NC1=NC=NC=C1